ClC=1C=C(C=C(C1)Cl)C=1OC2=C(N1)C=CC(=C2)C(=O)OC2CCN1C=NC=C12 6,7-dihydro-5H-pyrrolo[1,2-c]imidazol-7-yl 2-(3,5-dichlorophenyl)-benzo[d]oxazole-6-carboxylate